((4-cyclopropyl-6-((3'-(4-cyclopropyl-5-((((1r,3r)-3-hydroxycyclobutyl)amino)methyl)picolinamido)-2,2'-dimethyl-[1,1'-biphenyl]-3-yl)carbamoyl)pyridin-3-yl)methyl)-D-serine C1(CC1)C1=C(C=NC(=C1)C(NC=1C(=C(C=CC1)C1=C(C(=CC=C1)NC(C1=NC=C(C(=C1)C1CC1)CNC1CC(C1)O)=O)C)C)=O)CN[C@H](CO)C(=O)O